5-(4-methyl-1H-pyrazol-1-yl)pyridin-3-ol CC=1C=NN(C1)C=1C=C(C=NC1)O